CC(C(=O)C1=CC=C(C=C1)SC)(C)N1CCOCC1 2-methyl-1-[4-(methylthio)-phenyl]-2-morpholinopropane-1-one